(R)-2-(3,3-Difluorocyclopentyl)ethan-1-ol FC1(C[C@H](CC1)CCO)F